BrC=1C=CC(=C2C(=C(C(=NC12)S(=O)CC1=NOC(=C1)C)C(C)=O)NCC1(CC1)O)Cl 1-(8-bromo-5-chloro-4-(((1-hydroxycyclopropyl)methyl)amino)-2-(((5-methylisoxazol-3-yl)methyl)sulfinyl)quinolin-3-yl)ethanone